ClC1=NC=2N(C(=C1)N(C(OC(C)(C)C)=O)CC=1C=NC(=CC1)C1=CC=CC=C1)N=CC2C2CC2 tert-butyl (5-chloro-3-cyclopropylpyrazolo[1,5-a]pyrimidin-7-yl)((6-phenylpyridin-3-yl)methyl)carbamate